C1(CC1)C1=NC=NC(=C1C1=NC=C(C(=N1)NCC1=CC=C(C=C1)C=1N(C=C(N1)C(F)(F)F)C)C(=O)NC)OC 4'-cyclopropyl-6'-methoxy-N-methyl-4-((4-(1-methyl-4-(trifluoromethyl)-1H-imidazol-2-yl)benzyl)amino)-[2,5'-bipyrimidine]-5-carboxamide